N-(3,4-dihydroxybenzyl)oleamide OC=1C=C(CNC(CCCCCCC\C=C/CCCCCCCC)=O)C=CC1O